2-(6-oxohexyl)-3H-imidazo[4,5-b]pyridine-3-carboxylate O=CCCCCCC1=NC=2C(=NC=CC2)N1C(=O)[O-]